8-[(4-chloro-2,5-difluorophenyl)methyl]-3-methylimidazo[1,2-a]pyrazine-6-carbonitrile ClC1=CC(=C(C=C1F)CC=1C=2N(C=C(N1)C#N)C(=CN2)C)F